C(CCCCC(=O)O)(=O)O.OC[C@H](O)[C@@H](O)[C@H](O)[C@H](O)CO sorbitol adipate